2-methyl-1-[4-(methyl)phenyl]-2-morpholinopropane CC(CC1=CC=C(C=C1)C)(C)N1CCOCC1